C12(CC3CC(CC(C1)C3)C2)CO 1-Adamantyl-methanol